(R)-(1-(4-fluorophenyl)-6-((4-methyl-3,4-dihydro-2H-pyrido[3,2-b][1,4]oxazin-7-yl)sulfonyl)-4,4a,5,6,7,8-hexahydro-1H-pyrazolo[3,4-g]isoquinolin-4a-yl)(4-methylpyridin-2-yl)methanone FC1=CC=C(C=C1)N1N=CC2=C1C=C1CCN(C[C@]1(C2)C(=O)C2=NC=CC(=C2)C)S(=O)(=O)C2=CC=1OCCN(C1N=C2)C